butyl (R)-4-(5-(7-(4-bromo-3-(trifluoromethyl)benzoyl)-6-methyl-4-oxo-2-thioxo-1,4,5,6,7,8-hexahydropyrido[3,4-d]pyrimidin-3(2H)-yl)pyridin-2-yl)piperazine-1-carboxylate BrC1=C(C=C(C(=O)N2CC=3NC(N(C(C3C[C@H]2C)=O)C=2C=CC(=NC2)N2CCN(CC2)C(=O)OCCCC)=S)C=C1)C(F)(F)F